ClC1=CC(=C(C=C1)C1=NC=C(C(=C1N)C)OC1=C(C(=NC=C1)NS(=O)(=O)S(NC)(=O)=O)F)F (4-chloro-2-fluorophenyl)-5-({3-fluoro-2-[(methylsulfamoylsulfonyl)amino]pyridin-4-yl}oxy)-4-methylpyridin-3-amine